2,4,6-tripyrimidinyl-triazine N1=C(N=CC=C1)N1NC(=CC(=N1)C1=NC=CC=N1)C1=NC=CC=N1